C(=CCC)C1C(=O)OC(C1)=O butenyl-succinic anhydride